CON(C(/C=C/C(=O)NC(C(C)C)=O)=O)C (E)-N'-methoxy-N'-methyl-N-(2-methylpropanoyl)-but-2-enediamide